2-chloro-6-(4-methoxy-2-methylindol-5-yl)-1,7-naphthyridine ClC1=NC2=CN=C(C=C2C=C1)C=1C(=C2C=C(NC2=CC1)C)OC